5-bromo-3-methyl-1-((3-nitrophenyl)amino)-6-oxo-1,6-dihydropyridine-2-carboxylic acid BrC1=CC(=C(N(C1=O)NC1=CC(=CC=C1)[N+](=O)[O-])C(=O)O)C